2-[1-(2-cyanoethyl)-3-(1-methylpyrazolo[4,3-c]pyridin-7-yl)-2,4-dioxo-thieno[3,2-d]pyrimidin-6-yl]-5-fluoro-4-methoxy-benzonitrile C(#N)CCN1C(N(C(C2=C1C=C(S2)C2=C(C#N)C=C(C(=C2)OC)F)=O)C=2C1=C(C=NC2)C=NN1C)=O